5-(pyrazin-2-ylamino)-3-(4-(2-(3-(trifluoromethyl)phenyl)acetamido)phenyl)-1H-pyrazole-4-carboxamide N1=C(C=NC=C1)NC1=C(C(=NN1)C1=CC=C(C=C1)NC(CC1=CC(=CC=C1)C(F)(F)F)=O)C(=O)N